(E)-N-(4-chlorophenyl)-8-(3,4-dimethoxystyryl)-9H-purin-6-amine ClC1=CC=C(C=C1)NC1=C2N=C(NC2=NC=N1)\C=C\C1=CC(=C(C=C1)OC)OC